ClC=1C=C(C=C(C1)Cl)[C@@H](CC(=O)O)N1N=CC=C1CCCC1=NC=2NCCCC2C=C1 |r| (±)-3-(3,5-dichlorophenyl)-3-{5-[3-(5,6,7,8-tetrahydro-1,8-naphthyridin-2-yl)propyl]-1H-pyrazol-1-yl}propanoic acid